3,3'-di(carbazole-9-yl)biphenyl C1=CC=CC=2C3=CC=CC=C3N(C12)C=1C=C(C=CC1)C1=CC(=CC=C1)N1C2=CC=CC=C2C=2C=CC=CC12